CN1N=NC2=C1C=C(C=C2)C=2C=CN1N=C(N=CC12)NCC1(CC1)C(F)(F)F 5-(1-methyl-1H-benzo[d][1,2,3]triazol-6-yl)-N-((1-(trifluoromethyl)cyclopropyl)methyl)pyrrolo[2,1-f][1,2,4]triazin-2-amine